8-(2-norbornyl-2-propoxycarbonylmethyloxycarbonyl)-tetracyclo[4.4.0.12,5.17,10]-3-dodecene C12(CCC(CC1)C2)C(C)(C)OC(=O)COC(=O)C2C1C3C4C=CC(C3C(C2)C1)C4